CNCC1=CN(C(=C1)C1=C(C=CC=C1)F)S(=O)(=O)C=1C=NC=CC1 N-methyl-1-(3-pyridylsulfonyl)-5-(2-fluorophenyl)-1H-pyrrole-3-methylamine